(2S)-2-[[(2S)-2-amino-4-[5-[bis(2-chloroethyl)amino]-1-methyl-benzimidazol-2-yl]butanoyl]amino]-N,N,4-trimethyl-pentanamide dihydrochloride Cl.Cl.N[C@H](C(=O)N[C@H](C(=O)N(C)C)CC(C)C)CCC1=NC2=C(N1C)C=CC(=C2)N(CCCl)CCCl